Dimethyl-(3-(pentan-2-yl)-1H-inden-1-yl)(1,5,6,7-tetrahydro-s-indacen-1-yl)silane C[Si](C1C=CC2=CC=3CCCC3C=C12)(C1C=C(C2=CC=CC=C12)C(C)CCC)C